C(C)(C)(C)OC(=O)NCCCCCCCCOC1=C(C(C(=O)OC)=CC=C1)C(=O)OC Dimethyl 3-((8-((tert-butoxycarbonyl)amino)octyl)oxy)phthalate